N-(2-((1S,3S,5S)-3-Cyano-2-azabicyclo[3.1.0]hexan-2-yl)-2-oxoethyl)-7-((trifluoromethoxy)methyl)quinoline-4-carboxamide C(#N)[C@H]1N([C@H]2C[C@H]2C1)C(CNC(=O)C1=CC=NC2=CC(=CC=C12)COC(F)(F)F)=O